(2S,4R)-4-hydroxy-N-(4-(4-methylthiazol-5-yl)benzyl)-1-(2-phenylpropanoyl)pyrrolidine-2-carboxamide O[C@@H]1C[C@H](N(C1)C(C(C)C1=CC=CC=C1)=O)C(=O)NCC1=CC=C(C=C1)C1=C(N=CS1)C